7-chloro-4-formylbenzo[b]thiophene-3-carboxylic acid tert-butyl ester C(C)(C)(C)OC(=O)C=1C2=C(SC1)C(=CC=C2C=O)Cl